Tert-butyl (S)-5-amino-4-(4-((4-((1-(4-cyano-2-fluorophenyl)piperidin-4-yl)thio)-2,3-difluorobenzyl)oxy)-1-oxoisoindolin-2-yl)-5-oxopentanoate NC([C@H](CCC(=O)OC(C)(C)C)N1C(C2=CC=CC(=C2C1)OCC1=C(C(=C(C=C1)SC1CCN(CC1)C1=C(C=C(C=C1)C#N)F)F)F)=O)=O